((1s,3s)-3-hydroxy-3-methylcyclobutyl)(7-(4-methoxy-3-methylphenyl)-2-azaspiro[3.5]non-2-yl)methanone OC1(CC(C1)C(=O)N1CC2(C1)CCC(CC2)C2=CC(=C(C=C2)OC)C)C